C(CC(=C)C1=CC=CC=C1)C1=CC=CC=C1 3-butene-1,3-diyldibenzene